FC1=C(C=CC=C1)C=1C=C2C=CN=C(C2=CN1)NCC1=CC=C(C=C1)C1=CC(=NC=C1)C 6-(2-fluorophenyl)-N-(4-(2-methylpyridin-4-yl)benzyl)-2,7-naphthyridin-1-amine